N-(tert-butyl)-2-(methyl(2-(4-(2-methyl-2-((tetrahydro-2H-pyran-2-yl)oxy)propoxy)pyridin-2-yl)-6,7-dihydro-5H-cyclopenta[d]pyrimidin-4-yl)amino)acetamide C(C)(C)(C)NC(CN(C=1C2=C(N=C(N1)C1=NC=CC(=C1)OCC(C)(OC1OCCCC1)C)CCC2)C)=O